N-((1R,2S)-2-((difluoromethyl)sulfonamido)cyclobutyl)-2-(2-(6-((cis)-2,6-dimethylmorpholino)pyridin-2-yl)-1,6-naphthyridin-7-yl)acetamide FC(S(=O)(=O)N[C@@H]1[C@@H](CC1)NC(CC1=NC=C2C=CC(=NC2=C1)C1=NC(=CC=C1)N1C[C@@H](O[C@@H](C1)C)C)=O)F